[Na+].C(C)(C)(C)C1=CC=C(C=C1)C1=CN=C([Se]1)C1=CC=C(CN2CC(C2)C(=O)[O-])C=C1 1-(4-(5-(4-tert-butylphenyl)-1,3-selenazol-2-yl)benzyl)azetidine-3-carboxylic acid sodium salt